C(C)(C)(C)OC(=O)N[C@H](C(=O)N1[C@@H](C[C@H](C1)O)C=1NC=C(N1)C(=O)O)C(C)(C)C 2-[(2S,4R)-1-[(2S)-2-(tert-butoxycarbonylamino)-3,3-dimethyl-butyryl]-4-hydroxy-pyrrolidin-2-yl]-1H-imidazole-4-carboxylic acid